CC1=C(C2=C(N=CN=C2NC2(CC2)C)O1)C(=O)NC1=NC=C(C=C1)C1CCO1 6-methyl-4-[(1-methylcyclopropyl)amino]-N-[5-(oxetan-4-yl)pyridin-2-yl]furo[2,3-d]pyrimidine-5-carboxamide